Ortho-Phosphoric Acid P(O)(O)(O)=O